OC1=C(C=CC(=C1)O)C(\C=C\C1=CC=C(C=C1)N[C@@H]1N[C@@H](C[C@@H](C1)O)CO)=O (E)-1-(2,4-Dihydroxyphenyl)-3-[4-[[(2S,4S,6S)-4-hydroxy-6-(hydroxymethyl)piperidin-2-yl]amino]phenyl]prop-2-en-1-one